CC1N=CC=NC1(C)C 2,3,3-trimethyl-pyrazine